3-(4-(aminomethyl)phenyl)-6-((1-(benzo[c][1,2,5]oxadiazol-5-ylmethyl)-4-hydroxypiperidin-4-yl)methyl)-2-methyl-2,6-dihydro-7H-pyrazolo[4,3-d]pyrimidin-7-one dihydrochloride Cl.Cl.NCC1=CC=C(C=C1)C=1N(N=C2C1N=CN(C2=O)CC2(CCN(CC2)CC2=CC=1C(=NON1)C=C2)O)C